Ethyl 4-amino-8-bromo-2-oxo-1H-quinoline-3-carboxylate NC1=C(C(NC2=C(C=CC=C12)Br)=O)C(=O)OCC